4-chloro-6-((3R,5S)-3,5-dimethylpiperazin-1-yl)-3-((7-fluoro-2-methyl-2H-indazol-5-yl)oxy)-1H-indazole 2,2,2-trifluoroacetate FC(C(=O)O)(F)F.ClC1=C2C(=NNC2=CC(=C1)N1C[C@H](N[C@H](C1)C)C)OC1=CC2=CN(N=C2C(=C1)F)C